1-methyl-2-octylbenzene CC1=C(C=CC=C1)CCCCCCCC